3,3',4',5,7-pentahydroxyflavan-4-one OC1C(OC2=CC(=CC(=C2C1=O)O)O)C1=CC(=C(C=C1)O)O